3-(4-(diphenylamino)phenyl)acenaphthylene C1(=CC=CC=C1)N(C1=CC=C(C=C1)C1=C2C=CC=3C=CC=C(C=C1)C32)C3=CC=CC=C3